BrC1=CC(=C(CC2=NC3=C(N2CCOC)C=C(C=C3)C(=O)OC(C)(C)C)C(=C1)F)C#N.[N+](=O)([O-])C=CC1=CC(=C(C(=C1)F)F)F 1-nitro-2-(3,4,5-trifluorophenyl) ethylene Tert-butyl 2-(4-Bromo-2-cyano-6-fluorobenzyl)-1-(2-methoxyethyl)-1H-benzo[d]imidazole-6-carboxylate